C(C)(C)C=1C=NN2C1N=C(C=C2NC2CCN(CC2)C(=O)OCC2(CN(C2)C(\C=C\CN(C)C)=O)F)C2CCOCC2 (E)-(1-(4-(dimethylamino)but-2-enoyl)-3-fluoroazetidine-3-yl)methyl 4-((3-isopropyl-5-(tetrahydro-2H-pyran-4-yl)pyrazolo[1,5-a]pyrimidin-7-yl)amino)piperidine-1-carboxylate